5-(2-chloro-5-methoxy-phenyl)-N-(4-cyano-2-fluoro-phenyl)-1H-pyrrole-3-sulfonamide ClC1=C(C=C(C=C1)OC)C1=CC(=CN1)S(=O)(=O)NC1=C(C=C(C=C1)C#N)F